3-amino-4'-bromo-2-cyano-[1,1'-biphenyl]-4-carboxylic acid ethyl ester C(C)OC(=O)C1=C(C(=C(C=C1)C1=CC=C(C=C1)Br)C#N)N